(trans)-4-(5-Methyl-1,3,4-oxadiazol-2-yl)cyclohexanamine trifluoroacetate FC(C(=O)O)(F)F.CC1=NN=C(O1)[C@@H]1CC[C@H](CC1)N